neopentyl ((R)-(((2R,5R)-2-ethynyl-5-(5-methyl-2,4-dioxo-3,4-dihydropyrimidin-1(2H)-yl)-2,5-dihydrofuran-2-yl)methoxy)(naphthalen-1-yloxy) phosphoryl)-L-alaninate C(#C)[C@@]1(O[C@H](C=C1)N1C(NC(C(=C1)C)=O)=O)CO[P@@](=O)(OC1=CC=CC2=CC=CC=C12)N[C@@H](C)C(=O)OCC(C)(C)C